2-Chloro-5-nitrosonicotinic acid methyl ester COC(C1=C(N=CC(=C1)N=O)Cl)=O